C(C)N(C=1C2=C(N=CN1)N=C(S2)N2CCOCC2)/N=C/C=2C=CC1=C(COB1O)C2 N-Ethyl-N-[(E)-(1-Hydroxy-3H-2,1-benzoxaborol-5-yl)methylenamino]-2-morpholino-thiazolo[4,5-d]pyrimidin-7-amin